1,3-dioxoisoindolin-2-yl 1-methyl-3-oxocyclobutane-1-carboxylate CC1(CC(C1)=O)C(=O)ON1C(C2=CC=CC=C2C1=O)=O